FC1=CC=C(CN2C(=NC=3N(C(N(C(C23)=O)CCCO)=O)C)OC2=C(C=CC=C2)OC)C=C1 7-(4-fluorobenzyl)-1-(3-hydroxypropyl)-8-(2-methoxyphenoxy)-3-methyl-1H-purine-2,6(3H,7H)-dione